N1=CC(=CC(=C1)COC=1C=C(C(=O)O)C=CC1C)C=1C=NC=CC1 3-[([3,3'-bipyridin]-5-yl)methoxy]-4-methylbenzoic acid